(S)-4-((1-(4-(2-cyclobutylpyridin-4-yl)-3-fluorophenyl)ethyl)amino)-2-ethyl-2,3-dihydro-1H-pyrrolo[3,4-c]pyridin-1-one C1(CCC1)C1=NC=CC(=C1)C1=C(C=C(C=C1)[C@H](C)NC1=NC=CC2=C1CN(C2=O)CC)F